2,7-heptanediol diacrylate C(C=C)(=O)OC(C)CCCCCOC(C=C)=O